CC1=CC=C(C=C1)S(=O)(=O)N1N=NC(=C1)C1=CC=C(C=C1)Cl 1-p-toluenesulfonyl-4-(4-chlorophenyl)-1,2,3-triazole